C(C)(C)(C)OC(=O)NC=1C=C(N(C1)C)C(=O)O 4-((tert-butoxycarbonyl)amino)-1-methyl-1H-pyrrole-2-carboxylic acid